1-tert-butoxycarbonyl-4-(4-methoxycarbonylphenyl)piperazine Sodium [Na].C(C)(C)(C)OC(=O)N1CCN(CC1)C1=CC=C(C=C1)C(=O)OC